C(C)OC=1C(=C(C=CC1C(C)O)[C@@H](C)N(C(=O)NC1(CC(C1)(F)F)C(=O)O)CCCCC1=CC=CC=C1)C 1-{[{(1R)-1-[3-Ethoxy-4-(1-Hydroxyethyl)-2-Methylphenyl]Ethyl}(4-Phenylbutyl)Carbamoyl]Amino}-3,3-Difluorocyclobutane-1-Carboxylic Acid